FC=1C(=NC(=NC1)NC=1C(=NOC1)C)N1C=C(C2=CC(=CC=C12)NC(C=C)=O)C N-[1-[5-fluoro-2-[(3-methylisoxazol-4-yl)amino]pyrimidin-4-yl]-3-methyl-indol-5-yl]prop-2-enamide